(5-((1r,3r,5s,6r)-3-(1,4-oxaazepan-4-yl)bicyclo[3.1.0]hexane-6-yl)-1-isopropyl-1H-pyrazol-3-yl)benzonitrile O1CCN(CCC1)C1C[C@H]2C([C@H]2C1)C1=CC(=NN1C(C)C)C1=C(C#N)C=CC=C1